Methyl 2-(6-cyanopyridin-3-yl)-5-((4-fluorophenyl)carbamothioyl)-4-hydroxy-6-oxo-2,3-dihydropyridazine-1(6H)-carboxylate C(#N)C1=CC=C(C=N1)N1N(C(C(=C(C1)O)C(NC1=CC=C(C=C1)F)=S)=O)C(=O)OC